4-[bis(2-chloroethyl)amino]-L-phenylalanine ClCCN(C1=CC=C(C[C@H](N)C(=O)O)C=C1)CCCl